6-Hydroxyindolin-2-one OC1=CC=C2CC(NC2=C1)=O